ClC=1C=C2C=NC(=NC2=CC1C1CCN(CC1)[C@]1(COC[C@H]1OC)C)N(C(OC(C)(C)C)=O)C=1C=NN(C1C)C1CC1 |o1:17,21| (3S,4S) or (3R,4R)-tert-butyl (6-chloro-7-(1-(4-methoxy-3-methyltetrahydrofuran-3-yl)piperidin-4-yl)quinazolin-2-yl)(1-cyclopropyl-5-methyl-1H-pyrazol-4-yl)carbamate